[C@H]12N(CC[C@@H]2C1)C(=O)[C@H]1CC=C(CC1)C1=C(N(C=2N=CN=C(C21)N)C)C2=CC=C(C=C2)NC(C(=C)C)=O N-(4-(5-((R)-4-((1S,5R)-2-azabicyclo[3.1.0]hexane-2-carbonyl)cyclohex-1-en-1-yl)-4-amino-7-methyl-7H-pyrrolo[2,3-d]pyrimidin-6-yl)phenyl)methacrylamide